FC1=CC=2CCN3N(C2C=C1)CC1=C3N=C3C(=C1C)N=CC=N3 3-fluoro-13-methyl-5,6-dihydro-14H-pyrazino[2'',3'':5',6']pyrido[2',3':3,4]pyrazolo[1,2-a]cinnoline